Pyridin-3-yl((1S,2S)-2-fluorocyclopropyl)methanone N1=CC(=CC=C1)C(=O)[C@H]1[C@H](C1)F